isopropyl 3-[2-[3,5-difluoro-4-[2-oxo-2-[3-[[[(2S,3R,4R,5R)-2,3,4,5,6-pentahydroxyhexyl]amino]methyl]-azetidin-1-yl]ethyl]phenoxy]ethyl]-7-azaspiro[3.5]nonane-7-carboxylate FC=1C=C(OCCC2CCC23CCN(CC3)C(=O)OC(C)C)C=C(C1CC(N1CC(C1)CNC[C@@H]([C@H]([C@@H]([C@@H](CO)O)O)O)O)=O)F